ethyl (E)-2-((2'-(diphenylphosphino)-5'-methoxy-[1,1'-biphenyl]-2-yl) methyl)-3-phenylacrylate C1(=CC=CC=C1)P(C1=C(C=C(C=C1)OC)C1=C(C=CC=C1)C/C(/C(=O)OCC)=C\C1=CC=CC=C1)C1=CC=CC=C1